C1(CC1)C(C(C(=O)NC1=C(C=C(C=C1)C(C(=O)O)C)F)NC(=O)C=1N(N=CC1)C(C)C)C1CC1 2-(4-{3,3-dicyclopropyl-2-[(2-isopropylpyrazol-3-yl)formamido]propanamido}-3-fluorophenyl)propanoic acid